6-{[(exo-5-fluoro-1a,6b-dihydro-1H-cyclopropa[b][1]benzofuran-1-carbonyl)amino]methyl}quinoline FC=1C=CC2=C(C3C(O2)C3C(=O)NCC=3C=C2C=CC=NC2=CC3)C1